BrC=1C=C(C=CC1)SC=1N=NC=CC1C(=O)O 3-[(3-Bromophenyl)sulfanyl]pyridazine-4-carboxylic acid